C1OC2=CC=C(CC(NCC)C)C=C2O1 4-methylenedioxy-ethyl-amphetamine